6-(((cyclobutylmethyl)amino)methyl)-2-(3-((1r,3r)-3-methoxy-1-(4-methyl-4H-1,2,4-triazol-3-yl)cyclobutyl)phenyl)-4-(trifluoromethyl)isoindolin-1-one C1(CCC1)CNCC1=CC(=C2CN(C(C2=C1)=O)C1=CC(=CC=C1)C1(CC(C1)OC)C1=NN=CN1C)C(F)(F)F